C(C)(C)OC1=CC=C(C=N1)C1=CC=C(C(=N1)N1C(C[C@@H](C1)C)(C)C)C(=O)NS(=O)(=O)C=1C(NC=CC1)=O 6-(6-Isopropoxy-3-pyridyl)-N-[(2-oxo-1H-pyridin-3-yl)sulfonyl]-2-[(4S)-2,2,4-trimethylpyrrolidin-1-yl]pyridin-3-carboxamid